N-(4-(2-(pyrido[3,4-b]pyrazin-5-ylamino)ethyl)phenyl)methanesulfonamide N1=C2C(=NC=C1)C(=NC=C2)NCCC2=CC=C(C=C2)NS(=O)(=O)C